4-(2-((1-methyl-1H-pyrazol-4-yl)amino)pyrimidin-4-yl)-1H-indazole-7-amide CN1N=CC(=C1)NC1=NC=CC(=N1)C1=C2C=NNC2=C(C=C1)C(=O)N